ClC=1C(=C(C=CC1F)[C@@H](NC(=O)N1[C@@H](C(NCC1)=O)C)C=1C=NC(=CC1)C(F)F)F (2R)-N-((S)-(3-chloro-2,4-difluorophenyl)(6-(difluoro-methyl)pyridin-3-yl)methyl)-2-methyl-3-oxopiperazine-1-carboxamide